4-(hydroxymethyl)tetrahydro-2H-pyran-4-carboxylic acid OCC1(CCOCC1)C(=O)O